3-propyl-1,9-nonanediamine C(CC)C(CCN)CCCCCCN